3-(3-fluoropyrazolo[1,5-a]pyrimidin-7-yl)cyclobutan-1-ol FC=1C=NN2C1N=CC=C2C2CC(C2)O